N[C@H](CC(=O)O)CC1=CC(=CC=C1)C#N (S)-3-amino-4-(3-cyanophenyl)-butyric acid